((2-(4-((tert-Butoxycarbonyl)amino)butyl)-4-fluorophenyl)amino)-4-(trifluoromethyl)benzoic acid C(C)(C)(C)OC(=O)NCCCCC1=C(C=CC(=C1)F)NC1=C(C(=O)O)C=CC(=C1)C(F)(F)F